C(C)(C)C1=C(C=CC=C1)C1=NC=C(C(=N1)N(CC1CCN(CC1)C1=NC=CC=C1)C)OC 2-(2-Isopropylphenyl)-5-methoxy-N-methyl-N-((1-(pyridin-2-yl)piperidin-4-yl)methyl)pyrimidin-4-amine